OC1=CC=C(C=2NC3=CC=CC=C3C(C12)=O)OC 1-hydroxy-4-methoxyacridone